(Z)-3-cyclopropyl-2-methyl-3-(tosyloxy)acrylic acid methyl ester COC(\C(=C(/OS(=O)(=O)C1=CC=C(C)C=C1)\C1CC1)\C)=O